CC(C)NC(O[C@H]1C[C@H](CC1)C1=CC(=NN1)NC(CC1=C(C=CC(=C1)OC)S(=O)(=O)C)=O)=O (1R,3S)-3-[3-({[5-meth-oxy-2-(methylsulfonyl)-phenyl]acetyl}amino)-1H-pyrazol-5-yl]cyclopentyl propan-2-ylcarbamate